1-(4-(5-bromo-2-chloro-7H-pyrrolo[2,3-d]pyrimidin-7-yl)piperidin-1-yl)-2-methylpropan-1-one BrC1=CN(C=2N=C(N=CC21)Cl)C2CCN(CC2)C(C(C)C)=O